nitrogen cyclohexen-1-yl-(thiophen-2-yl)methanone C1(=CCCCC1)C(=O)C=1SC=CC1.[N]